5-[4-amino-5-(trifluoromethyl)pyrrolo[2,1-f][1,2,4]triazin-7-yl]-N-[(3R,4S)-1-(5-chloropyridine-2-carbonyl)-4-fluoropyrrolidin-3-yl]-4-fluoro-2-methylbenzamide NC1=NC=NN2C1=C(C=C2C=2C(=CC(=C(C(=O)N[C@@H]1CN(C[C@@H]1F)C(=O)C1=NC=C(C=C1)Cl)C2)C)F)C(F)(F)F